6-fluoro-1,3-dimethyl-N-{8-methyl-2-[(2R)-1-methylpyrrolidin-2-yl]imidazo[1,2-a]pyrazin-6-yl}imidazo[1,5-a]pyridine-7-carboxamide FC=1C(=CC=2N(C1)C(=NC2C)C)C(=O)NC=2N=C(C=1N(C2)C=C(N1)[C@@H]1N(CCC1)C)C